C(#N)C1(CCC1)NC(=O)C=1C=CC2=C(N=C(O2)C2=C(C(=C(C(=C2)C(F)(F)F)F)O)F)C1 N-(1-Cyanocyclobutyl)-2-(2,4-difluoro-3-hydroxy-5-(trifluoromethyl)phenyl)benzo[d]oxazole-5-carboxamide